ClC1=C(C(=C(C=C1OC)OC)Cl)C1=CC2=C(N=C(N=C2)N[C@H]2[C@H](COC2)NC(C=C)=O)C(=N1)N1CC(OCC1)C N-((3R,4S)-4-((6-(2,6-dichloro-3,5-di-methoxyphenyl)-8-(2-methyl-morpholino)pyrido[3,4-d]pyrimidin-2-yl)amino)tetrahydrofuran-3-yl)acrylamide